C(CCCCCCC)OC1=CC=CC=C1 octyl-phenylether